O[C@H]1[C@@H](N(C1)C=1N=C(C2=C(N1)CCC2)C=2C=C(C=CC2)[C@@H]2[C@H](C2)C(=O)O)C (1S,2S)-2-(3-(2-((2S,3R)-3-hydroxy-2-methylazetidin-1-yl)-6,7-dihydro-5H-cyclopenta[d]pyrimidin-4-yl)phenyl)cyclopropane-1-carboxylic acid